[BH4-].[BH4-].CC=1C(=C(C(=C2C(=C(C(C12)[Zr+2][Si](C)(C)C1C=CC=C1)C)C)C1=CC=C(C=C1)C(C)(C)C)C)C tetramethyl-cyclopentadienyl-dimethylsilanyl-2-methyl-4-(4-tert-butylphenyl)indenyl-zirconium ditetrahydroborate